N-{4-[3-(3-Chlorophenyl)-5-methyl-4-oxo-4,5-dihydro-1H-pyrrolo[3,2-c]pyridin-2-yl]pyridin-2-yl}-2-(4-fluorophenyl)propanamid ClC=1C=C(C=CC1)C1=C(NC2=C1C(N(C=C2)C)=O)C2=CC(=NC=C2)NC(C(C)C2=CC=C(C=C2)F)=O